tertiary butylaminoethyl methacrylate C(C(=C)C)(=O)OCCNC(C)(C)C